(rac)-[2-amino-4-(trifluoromethoxy)phenyl]-[4-[2-(oxepan-4-yl)-3H-imidazo[4,5-b]pyridin-7-yl]-1-piperidyl]methanone NC1=C(C=CC(=C1)OC(F)(F)F)C(=O)N1CCC(CC1)C1=C2C(=NC=C1)NC(=N2)[C@H]2CCOCCC2 |r|